OC1=C(C=C(C#N)C=C1I)I 4-hydroxy-3,5-diiodobenzonitrile